C(C)(C)(C)OC(=O)N1C(CCC1)CCC(=O)OC1=C2C(=CNC2=CC=C1)CCN(C)C.C1(CC2C(CC1)O2)CC[Si](OC)(OC)OC [2-(3,4-Epoxycyclohexyl)ethyl]trimethoxysilane tert-Butyl-2-(3-((3-(2-(dimethylamino)ethyl)-1H-indol-4-yl)oxy)-3-oxopropyl)pyrrolidine-1-carboxylate